COC(=C(C1=CC(=C(C=C1)OC)OC)OC)C1=NC(=NC(=N1)C(Cl)(Cl)Cl)C(Cl)(Cl)Cl Dimethoxy(2-[2-(3,4-dimethoxyphenyl)ethenyl]-4,6-bis(trichloromethyl)-s-triazine)